[Na+].[Na+].C1(C(CCCCC1)C(=O)[O-])(C1CCCCCC1)C(=O)[O-] bicycloheptanedicarboxylic acid disodium salt